C(C1=CC=CC=C1)OC1=CC=C2C(=C(COC2=C1)C1=C(C=CC=C1)F)C1=CC=C(C=C1)N1CC(C1)C(OC)OC 1-(4-(7-(benzyloxy)-3-(2-fluorophenyl)-2H-chromen-4-yl)phenyl)-3-(dimethoxymethyl)azetidine